N1CCC(CC1)N1C=CC=2C(=NC=CC21)N2C(NC(CC2)=O)=O 1-(1-(piperidin-4-yl)-1H-pyrrolo[3,2-c]pyridin-4-yl)dihydropyrimidine-2,4(1H,3H)-dione